C1(CC1)C=1C=C(C(=O)N[C@@H](CCO[C@@H]2C[C@H](C2)CCC2=NC=3NCCCC3C=C2)C(=O)O)C=CC1 N-(3-cyclopropylbenzoyl)-O-(trans-3-(2-(5,6,7,8-tetrahydro-1,8-naphthyridin-2-yl)ethyl)cyclobutyl)homoserine